(5-Cyclopropyl-1-methyl-4-oxo-4,5-dihydro-1H-pyrrolo[3,2-c]pyridin-3-yl)carbamic acid tert-butyl ester C(C)(C)(C)OC(NC1=CN(C2=C1C(N(C=C2)C2CC2)=O)C)=O